5-(2-chloro-3-fluorophenyl)-3-((4-methoxyphenethyl)amino)-4H-benzo[e][1,2,4]thiadiazine 1,1-dioxide ClC1=C(C=CC=C1F)C1=CC=CC2=C1NC(=NS2(=O)=O)NCCC2=CC=C(C=C2)OC